(1S)-1'-[7-(1,5-dimethylpyrazol-4-yl)-6-methyl-pyrazolo[1,5-a]pyrazin-4-yl]-5-methoxy-spiro[indan-2,4'-piperidin]-1-amine CN1N=CC(=C1C)C1=C(N=C(C=2N1N=CC2)N2CCC1(CC2)[C@@H](C2=CC=C(C=C2C1)OC)N)C